C1=CC=CC=2C3=CC=CC=C3C(C12)OC(N(CCO[Si](OC(COCC=C)(C)C)(C1=CC=CC=C1)C1=CC=CC=C1)C)=O (9H-Fluoren-9-yl)methyl(6,6-dimethyl-4,4-diphenyl-3,5,8-trioxa-4-silaundec-10-en-1-yl)carbamate